2,3,6,7,10,11-hexaiminotriphenylene N=C1C=C2C3=CC(C(C=C3C3=CC(C(C=C3C2=CC1=N)=N)=N)=N)=N